CC1=NC(=CC(=C1)C=1NC2=CC=C(C=C2C1C(C)C)C1CCN(CC1)C(CN1C[C@H](CC1)O)=O)C (S)-1-(4-(2-(2,6-dimethylpyridin-4-yl)-3-isopropyl-1H-indol-5-yl)piperidin-1-yl)-2-(3-hydroxypyrrolidin-1-yl)ethan-1-one